tert-butyl (3R)-3-[[8-methyl-6-(2-methylthiazol-5-yl)-1-isoquinolyl]-amino]piperidine-1-carboxylate CC=1C=C(C=C2C=CN=C(C12)N[C@H]1CN(CCC1)C(=O)OC(C)(C)C)C1=CN=C(S1)C